N1N=C(C=C1)C(=O)O diazolic acid